C1(CCC1)C=1N=C(C2=C(N1)SC(=C2)C)N[C@H]2[C@@H](C2)C2=CC(=C(C=C2)F)F 2-cyclobutyl-N-((1R,2S)-2-(3,4-difluorophenyl)cyclopropyl)-6-methylthieno[2,3-d]pyrimidin-4-amine